C(C)(C)(C)OC(=O)NC1=C(C=C(C=C1)F)/C(/C(F)(F)F)=N/C1=C(C=CC(=C1)C)S(=O)(=O)[O-] [(Z)-[1-[2-(tert-butoxycarbonylamino)-5-fluoro-phenyl]-2,2,2-trifluoro-ethylidene]amino]4-methylbenzenesulfonate